C1(=CC=C(C=C1)NC(=O)[C@@H]1CC12CCN(CC2)C(=O)OC(C(F)(F)F)C(F)(F)F)C |r| 1,1,1,3,3,3-hexafluoropropan-2-yl (±)-1-(p-tolylcarbamoyl)-6-azaspiro[2.5]octane-6-carboxylate